7-(2-((2-ethyl-4-(3-((2-hydroxyethyl)amino)pyrrolidin-1-yl)phenyl)amino)-5-(trifluoromethyl)pyrimidin-4-yl)-4-methyl-3,4-dihydrothieno[2,3-f][1,4]thiazepin-5(2H)-one 1,1-dioxide C(C)C1=C(C=CC(=C1)N1CC(CC1)NCCO)NC1=NC=C(C(=N1)C1=CC2=C(C(N(CCS2(=O)=O)C)=O)S1)C(F)(F)F